(3S,4R)-4-((5-chloro-4-(7-fluoro-1,4-dihydro-2H-spiro[benzo[c][2,6]naphthyridine-3,1'-cyclopropan]-9-yl)pyrimidin-2-yl)amino)tetrahydro-2H-pyran-3-ol ClC=1C(=NC(=NC1)N[C@H]1[C@@H](COCC1)O)C1=CC2=C(N=CC=3CC4(CC4)NCC23)C(=C1)F